1-(trifluoromethyl)cyclobutane-1-carbonyl chloride FC(C1(CCC1)C(=O)Cl)(F)F